Phenyl (3-{4-[(4-hydroxyphenyl)(methyl)carbamoyl]-1,5-dimethyl-1H-pyrrol-2-yl}-4-{[(3R)-3-methyl-3,4-dihydroisoquinolin-2(1H)-yl]carbonyl}benzyl)carbamate OC1=CC=C(C=C1)N(C(=O)C=1C=C(N(C1C)C)C=1C=C(CNC(OC2=CC=CC=C2)=O)C=CC1C(=O)N1CC2=CC=CC=C2C[C@H]1C)C